3-[[4-[2-hydroxy-4-(trifluoromethyl)phenyl]pyrido[3,4-d]pyridazin-1-yl]methyl]piperidine-1-carboxylic acid tert-butyl ester C(C)(C)(C)OC(=O)N1CC(CCC1)CC1=C2C(=C(N=N1)C1=C(C=C(C=C1)C(F)(F)F)O)C=NC=C2